C(#N)C1(CC2=C(C(=C(S2)NC(C)=O)C(=O)OCC)CC1)C1CCCC1 ethyl 6-cyano-6-cyclopentyl-2-acetamido-4,5,6,7-tetrahydro-1-benzothiophene-3-carboxylate